4-((2R,4r,6S)-2-cyano-7-((5-methoxy-7-methyl-1H-indol-4-yl)methyl)-7-azaspiro[3.5]nonan-6-yl)-N-(2-morpholinoethyl)benzamide C(#N)C1CC2(C1)C[C@H](N(CC2)CC2=C1C=CNC1=C(C=C2OC)C)C2=CC=C(C(=O)NCCN1CCOCC1)C=C2